CC1(C[C@H](N(C1=O)C(=O)OC(C)(C)C)C(=O)OCC1=CC=CC=C1)C 2-benzyl 1-(tert-butyl) (S)-4,4-dimethyl-5-oxopyrrolidine-1,2-dicarboxylate